FC=1C=C2C(=C(NC2=CC1)C(=O)OCC(C)C)C=1N=NN(C1)CC1CCN(CC1)CCNS(=O)(=O)C1=CC=C(C=C1)OC(F)(F)F Isobutyl 5-fluoro-3-(1-((1-(2-((4-(trifluoromethoxy)phenyl)sulfonamido)ethyl) piperidin-4-yl)methyl)-1H-1,2,3-triazol-4-yl)-1H-indol-2-carboxylat